1-(hydroxymethyl)cyclopropan-1-ol OCC1(CC1)O